Tert-Butyl 1,1-difluoro-2-{5-[4-fluoro-2-(trifluoromethyl)phenyl]isothiazol-3-yl}-6-azaspiro[2.5]octane-6-carboxylate FC1(C(C12CCN(CC2)C(=O)OC(C)(C)C)C2=NSC(=C2)C2=C(C=C(C=C2)F)C(F)(F)F)F